Lithium 2-((4-(7-(tert-butoxycarbonyl)-2,7-diazaspiro[3.5]nonan-2-yl)pyrimidin-5-yl)oxy)-5-fluorobenzoate C(C)(C)(C)OC(=O)N1CCC2(CN(C2)C2=NC=NC=C2OC2=C(C(=O)[O-])C=C(C=C2)F)CC1.[Li+]